OC[C@@H](C)N1S(C2=C(O[C@H]([C@@H](C1)C)CN(S(=O)(=O)C1=CC(=CC=C1)OC)C)C=C(C=C2)C#CCCC)(=O)=O N-(((4R,5R)-2-((R)-1-hydroxypropan-2-yl)-4-methyl-1,1-dioxido-8-(pent-1-yn-1-yl)-2,3,4,5-tetrahydrobenzo[b][1,4,5]oxathiazocin-5-yl)methyl)-3-methoxy-N-methylbenzenesulfonamide